6-(Hydroxymethyl)dibenzo[d,f][1,3,2]dioxaphosphepine 6-oxide OCP1(OC2=C(C3=C(O1)C=CC=C3)C=CC=C2)=O